FC1=C(C=CC=2N(C(OCC21)=O)C)B2OC(C(O2)(C)C)(C)C 5-fluoro-1-methyl-6-(4,4,5,5-tetramethyl-1,3,2-dioxaborolan-2-yl)-1,4-dihydro-2H-benzo[d][1,3]oxazin-2-one